Ethyl 5-(3-cyano-4-fluoro-5-methoxyphenyl)isoxazole-3-carboxylate C(#N)C=1C=C(C=C(C1F)OC)C1=CC(=NO1)C(=O)OCC